BrC=1C(=C(C(=O)OC)C=C(C1)F)I methyl 3-bromo-5-fluoro-2-iodobenzoate